C(C)(C)(C)OC(=O)N1CCN(CC1)C(C1=CC=C(C=C1)C#N)=O.C(#N)C1=CC=C(C(=O)N2CCN(CC2)C(C(=O)NC2=NC=C(C=C2)OC2=CC=C(C=C2)F)C)C=C1 2-(4-(4-cyanobenzoyl)piperazin-1-yl)-N-(5-(4-fluorophenoxy)pyridin-2-yl)propanamide tert-butyl-4-(4-cyanobenzoyl)piperazine-1-carboxylate